C(C1=CC=CC=C1)NC(C[N+]1(CCCCC1)CC(=O)NC1=C(SC=C1C)C(NCCOC)=O)=O 1-(2-(benzylamino)-2-oxoethyl)-1-(2-((2-((2-methoxyethyl)carbamoyl)-4-methylthiophen-3-yl)amino)-2-oxoethyl)piperidin-1-ium